Benzyl-Thiuram Disulfide C(C1=CC=CC=C1)NC(=S)SSC(=S)N